[(3aR,4R,6R,6aR)-4-[2-chloro-6-(3,3-diphenylpyrrolidin-1-yl)purin-9-yl]-2,2-dimethyl-3a,4,6,6a-tetrahydrofuro[3,4-d][1,3]dioxol-6-yl]methanol ClC1=NC(=C2N=CN(C2=N1)[C@@H]1O[C@@H]([C@H]2OC(O[C@H]21)(C)C)CO)N2CC(CC2)(C2=CC=CC=C2)C2=CC=CC=C2